C(C1=CC=CC=C1)N1N=CC=C1C=1C=NC=C(C(=O)O)C1 5-(1-benzyl-1H-pyrazol-5-yl)nicotinic acid